trans-tetraacetyl-ferulic acid methyl ester COC(\C(=C(\C1=C(C(OCC(C)=O)=C(O)C=C1)C(C)=O)/C(C)=O)\C(C)=O)=O